BrC=1C(=C(OC2CCC(CC2)CCC=O)C=CC1)C 3-[4-(3-bromo-2-methyl-phenoxy)cyclohexyl]propanal